[N+](=O)([O-])C1=C(C=C)C=CC(=C1)[N+](=O)[O-] 2,4-dinitro-styrol